ClC1=C(C=CC=C1)C1=NN=CS1 5-(2-chlorophenyl)-1,3,4-thiadiazol